N-(3-((2-((1-(1-cyclopropylpiperidin-4-yl)-3-methyl-1H-pyrazol-4-yl)amino)-5-(trifluoromethyl)pyrimidin-4-yl)amino)propyl)-N-methylcyclobutanecarboxamide C1(CC1)N1CCC(CC1)N1N=C(C(=C1)NC1=NC=C(C(=N1)NCCCN(C(=O)C1CCC1)C)C(F)(F)F)C